C(CCCCCC1=CC=C(C([C@H](NC([C@H]2N(CCC2)C([C@@H](NC([C@@H](NC)C)=O)C2CCCCC2)=O)=O)C(=O)N)C2=CC=CC=C2)C=C1)C1=CC=C(C([C@H](NC([C@H]2N(CCC2)C([C@@H](NC([C@@H](NC)C)=O)C2CCCCC2)=O)=O)C(=O)N)C2=CC=CC=C2)C=C1 4,4'-(1,6-hexanediyl)bis[N-methyl-L-alanyl-(2S)-2-cyclohexylglycyl-L-prolyl-β-phenyl-L-phenylalaninamide]